(1R,2S)-2-(3-((5-(1-(2,2-difluoroethyl)-1H-pyrazol-4-yl)-2-methoxypyridin-3-yl)amino)-1H-indazol-6-yl)-5'-methoxyspiro[cyclopropane-1,3'-indolin]-2'-one FC(CN1N=CC(=C1)C=1C=C(C(=NC1)OC)NC1=NNC2=CC(=CC=C12)[C@@H]1C[C@@]12C(NC1=CC=C(C=C21)OC)=O)F